benzyl (2S,3S,4S)-4-fluoro-3-hydroxy-1-((4-phenoxybutanoyl)glycyl)pyrrolidine-2-carboxylate F[C@@H]1[C@H]([C@H](N(C1)C(CNC(CCCOC1=CC=CC=C1)=O)=O)C(=O)OCC1=CC=CC=C1)O